benzyl (S)-6'-(4-(methoxycarbonyl) phenyl)-3',6'-dihydro-[3,4'-bipyridine]-1'(2'H)-carboxylate COC(=O)C1=CC=C(C=C1)[C@@H]1C=C(CCN1C(=O)OCC1=CC=CC=C1)C=1C=NC=CC1